potassium mono-oxide [O-2].[K+].[K+]